FC=1C=NNC1 4-fluoropyrazole